methyl 2-(4-((benzyloxy)carbonyl)-2-oxopiperazin-1-yl)imidazo[1,2-a]pyridine-6-carboxylate C(C1=CC=CC=C1)OC(=O)N1CC(N(CC1)C=1N=C2N(C=C(C=C2)C(=O)OC)C1)=O